CN(C(=O)C=1C=CC(=C2C=CC=NC12)N[C@@H]1CNCC1)C1=CC=CC=C1 (S)-N-methyl-N-phenyl-5-(pyrrolidin-3-ylamino)quinoline-8-carboxamide